COC1=CC=C(CNC=2C=3N(C4=CC(=CC=C4N2)C(=O)OC)C(=NC3)C)C=C1 methyl 4-((4-methoxybenzyl) amino)-1-methylimidazo[1,5-a]quinoxaline-8-carboxylate